FC1=C(C=C(C=C1C)N1N=C2C([C@@H](N(CC2)C(=O)OC(C)(C)C)C)=C1N1C(NC=C1)=O)C 2-methylpropan-2-yl (4S)-2-(4-fluoro-3,5-dimethylphenyl)-4-methyl-3-(2-oxo-3H-imidazol-1-yl)-4,5,6,7-tetrahydropyrazolo[4,3-c]pyridine-5-carboxylate